C(C)N1C(C(CCC1)C1=CC=2C(=NC=C(C2NC=2C=CC3=C(N=CS3)C2)F)S1)C N-(2-(1-ethyl-2-methylpiperidin-3-yl)-5-fluorothieno[2,3-b]pyridin-4-yl)benzo[d]thiazol-5-amine